tert-butyl 4-(2-(N-(tert-butoxycarbonyl) sulfamoyl) ethyl)-3,4-dihydroquinoline-1(2H)-carboxylate C(C)(C)(C)OC(=O)NS(=O)(=O)CCC1CCN(C2=CC=CC=C12)C(=O)OC(C)(C)C